Acrylacrylat C(=O)(C=C)OC(C=C)=O